N,N-dimethylhexadecyl-amine oxide C[N+](C)(CCCCCCCCCCCCCCCC)[O-]